ClC1=CC=C(C=C1)/C=C/CN1CCC2(CC1)CN(C1=CC=C(C=C12)F)C(=O)C1=CC(=NC=C1)Cl {r-[(2E)-3-(4-Chlorophenyl)prop-2-en-1-yl]-5-fluorospiro[indol-3,4'-piperidin]-1(2H)-yl}(2-chloropyridin-4-yl)methanon